bis-phthalic dianhydride C(C=1C(C(=O)O)=CC=CC1)(=O)OC(C=1C(C(=O)OC(C=2C(C(=O)O)=CC=CC2)=O)=CC=CC1)=O